2-(pyridin-4-yl)acetic acid hydrochloride Cl.N1=CC=C(C=C1)CC(=O)O